Anilinesulfonic acid N(C1=CC=CC=C1)S(=O)(=O)O